C1(=CC=CC=C1)[C@@H](C)OC(=O)NC1=C(C=NN1C1=CC=C(C=C1)C1=CC(=C(C=C1)C)C1(CC1)C(=O)O)Cl 1-[4-(p-{5-[(R)-1-phenylethoxycarbonylamino]-4-chloro-1H-pyrazol-1-yl}phenyl)tolyl]cyclopropanecarboxylic acid